C(N1CCN(CC1)C(=O)OC(C)(C)C)([2H])([2H])[2H] tert-butyl 4-(methyl-d3)piperazine-1-carboxylate